C(C)OC(C(CC(=O)OCC)CCC(C)C)=O isopentylsuccinic acid diethyl ester